COC([C@@H](NC(=O)C(C)(C)C)C[C@H]1C(NCC1)=O)=O N-(tert-butylcarbonyl)-3-[2-oxopyrrolidin-3(S)-yl]-L-alanine methyl ester